S1C(SCCC1)C=1OC(=CC(C1C1=CC=CC=C1)C1=CC=CC=C1)C1=CC=CC=C1 2-(1,3-dithian-2-yl)-3,4,6-triphenyl-4H-pyran